C(C)N1C(=NC2=CC(=C(C=C2C1=O)OC)F)[C@@H](CCC)N1CCNC[C@@H](C1)C 3-Ethyl-7-fluoro-6-methoxy-2-((R)-1-((S)-6-methyl-1,4-diazepan-1-yl)butyl)quinazolin-4(3H)-one